2-((1-(2-(5,7-dihydro-6H-pyrrolo[3,4-b]pyridin-6-yl)-3,6-dimethyl-4-oxo-3,4-dihydro-quinazolin-8-yl)ethyl)amino)benzoic acid N1=C2C(=CC=C1)CN(C2)C2=NC1=C(C=C(C=C1C(N2C)=O)C)C(C)NC2=C(C(=O)O)C=CC=C2